C(C)(C)(C)N=[Nb](N(CC)C)(N(CC)C)N(C)CC tert-butyliminotris(ethylmethylamino)niobium